ClC1=CC=C(C=C1)CC(=O)N1[C@H](C[C@H](C1)OC)C(=O)O (2R,4R)-1-(2-(4-chlorophenyl)acetyl)-4-methoxypyrrolidine-2-carboxylic acid